o-hydroxyphenyl-triazine ON1NC=CC(=N1)C1=CC=CC=C1